N-(3-(1-(4-chlorobenzyl)-1H-indol-2-yl)-1H-pyrazol-5-yl)-4-((1-methylpiperidin-4-yl)amino)benzamide ClC1=CC=C(CN2C(=CC3=CC=CC=C23)C2=NNC(=C2)NC(C2=CC=C(C=C2)NC2CCN(CC2)C)=O)C=C1